3-oxazolidinecarboxylic acid, 3-(phenylmethyl) ester O1CN(CC1)C(=O)OCC1=CC=CC=C1